OCCCCCCCCCCCOC1=CC=C(C=C1)C1=CC=C(C#N)C=C1 4-[4-(11-hydroxyundecyloxy)phenyl]benzonitrile